CN1N=CC(=C1C)[C@H]1CN([C@H](C2=CC=CC=C12)C)C(=O)OC |r| rac-methyl (1S,4S)-4-(1,5-dimethylpyrazol-4-yl)-1-methyl-3,4-dihydro-1H-isoquinoline-2-carboxylate